7-(pyridin-4-yl)-2,3-dihydrofuro[3,2-c]pyridin-4-amine N1=CC=C(C=C1)C=1C2=C(C(=NC1)N)CCO2